benzyl ((5-(((2S,4R)-4-cyclohexyl-1-((4-phenoxybenzoyl)glycyl)pyrrolidine-2-carboxamido)methyl)thiophen-3-yl)(imino)methyl)carbamate C1(CCCCC1)[C@H]1C[C@H](N(C1)C(CNC(C1=CC=C(C=C1)OC1=CC=CC=C1)=O)=O)C(=O)NCC1=CC(=CS1)C(=N)NC(OCC1=CC=CC=C1)=O